ClC1=CC=C(CN(C(=O)[C@H]2[C@@H](CCC2)S(=O)(=O)C2=CC=C(C)C=C2)CCC(C)(C)C#N)C=C1 (1S,2R)-2-(Toluene-4-sulfonyl)-cyclopentanecarboxylic acid (4-chloro-benzyl)-(3-cyano-3,3-dimethyl-propyl)-amide